4-(((1-(4-bromophenyl)piperidin-4-yl)oxy)methyl)-5-cyclopropyl-3-(2-(trifluoromethoxy)phenyl)isoxazole BrC1=CC=C(C=C1)N1CCC(CC1)OCC=1C(=NOC1C1CC1)C1=C(C=CC=C1)OC(F)(F)F